7-cyclopropyl-4-((cyclopropylmethyl)-amino)-1-(pyrazin-2-yl)quinazolin-2(1H)-one C1(CC1)C1=CC=C2C(=NC(N(C2=C1)C1=NC=CN=C1)=O)NCC1CC1